ClC=1C=C2C(=CNC2=CC1)CCN 2-(5-chloro-1H-indol-3-yl)ethanamine